4-(N-(2-methoxyphenyl)sulfamoyl)-N-(3-(trifluoromethyl)phenyl)benzamide COC1=C(C=CC=C1)NS(=O)(=O)C1=CC=C(C(=O)NC2=CC(=CC=C2)C(F)(F)F)C=C1